((((((S)-1-(2-(benzyloxy)-2-methylpropoxy)-1-oxopropan-2-yl) amino) (phenoxy) phosphoryl) oxy) methyl)-2-cyanotetrahydrofuran-3,4-diylbis(2-methylpropionate) C(C1=CC=CC=C1)OC(COC([C@H](C)NP(=O)(OC1=CC=CC=C1)OCOC(C(C)(C)C1C(OCC1C(C(=O)[O-])(C)C)C#N)=O)=O)(C)C